(2-aminophenyl)-3,6-diphenyl-9H-carbazole NC1=C(C=CC=C1)C1=CC(=CC=2C3=CC(=CC=C3NC12)C1=CC=CC=C1)C1=CC=CC=C1